4-(2-oxo-1,4-dihydro-quinazolin-3(2H)-yl)piperidine-1-carboxylic acid tert-butyl ester C(C)(C)(C)OC(=O)N1CCC(CC1)N1C(NC2=CC=CC=C2C1)=O